2,3-di-t-butyl-4-methoxyphenol C(C)(C)(C)C1=C(C=CC(=C1C(C)(C)C)OC)O